N-Acetylornithin C(C)(=O)N[C@@H](CCCN)C(=O)O